(S)-N-(methylsulfonyl)-5-azaspiro[2.4]heptane-6-carboxamide hydrochloride Cl.CS(=O)(=O)NC(=O)[C@H]1NCC2(CC2)C1